1-Cyclopropyl-4-fluoro-N'-((1,2,3,5,6,7-hexahydrodicyclopenta[b,e]pyridin-8-yl)carbamoyl)-1H-pyrazole-3-sulfonimidamide C1(CC1)N1N=C(C(=C1)F)S(=O)(N)=NC(NC1=C2C(=NC3=C1CCC3)CCC2)=O